tetrazinecarboxylic acid N1=NN=NC(=C1)C(=O)O